OCC1(CC1)N1CC(N(C(C1)C)C(=O)OC(C)(C)C)C tert-butyl 4-(1-(hydroxymethyl) cyclopropyl)-2,6-dimethylpiperazine-1-carboxylate